[(3S,4R)-4-hydroxytetrahydrofuran-3-yl]-[(3R)-3-[4-(6-oxo-1H-pyridin-3-yl)phenyl]-3-[[(6S)-6-tert-butyl-5,6,7,8-tetrahydrothieno[2,3-b]quinoline-2-carbonyl]amino]propyl]ammonium O[C@@H]1[C@H](COC1)[NH2+]CC[C@@H](NC(=O)C1=CC=2C(=NC=3CC[C@@H](CC3C2)C(C)(C)C)S1)C1=CC=C(C=C1)C1=CNC(C=C1)=O